2,3-difluoro-nitrobenzene FC1=C(C=CC=C1F)[N+](=O)[O-]